C(C)OC(CC(=O)Cl)=O.BrC1=CC=C(C=C1)OCCCCCC 1-bromo-4-(hexyloxy)benzene ethyl-3-chloro-3-oxopropanoate